3-methyl-N-[[(1R,3S)-3-[[5-(2-oxo-1-piperidyl)-2-pyridyl]amino]cyclopentyl]methyl]isoxazole-5-carboxamide CC1=NOC(=C1)C(=O)NC[C@H]1C[C@H](CC1)NC1=NC=C(C=C1)N1C(CCCC1)=O